3-(5-((3S,4R)-3-fluoro-1-((1r,3S)-3-(piperidin-4-yloxy)cyclobutyl)piperidin-4-yl)-1-oxoisoindolin-2-yl)piperidine-2,6-dione F[C@@H]1CN(CC[C@@H]1C=1C=C2CN(C(C2=CC1)=O)C1C(NC(CC1)=O)=O)C1CC(C1)OC1CCNCC1